4-benzyl-6-chloro-3-[5-(1-methylindazol-5-yl)-4,5-dihydro-1H-pyrazol-3-yl]-1H-quinolin-2-one C(C1=CC=CC=C1)C1=C(C(NC2=CC=C(C=C12)Cl)=O)C1=NNC(C1)C=1C=C2C=NN(C2=CC1)C